N[C@@H](CCCCN)CO l-lysinol